COC(=O)C1=NN(C(C=C1OS(=O)(=O)C(F)(F)F)=O)C1=CC=CC=C1 6-oxo-1-phenyl-4-(trifluoromethylsulfonyloxy)pyridazine-3-carboxylic acid methyl ester